N-(3-(4-chlorobenzoylamino)phenyl)-7-(pyrimidin-2-yl)-2,7-diazaspiro[4.4]nonane-2-carboxamide ClC1=CC=C(C(=O)NC=2C=C(C=CC2)NC(=O)N2CC3(CC2)CN(CC3)C3=NC=CC=N3)C=C1